N[C@@H]1C2=CC(=CC=C2CC12CCN(CC2)C2=NC(=C(N=C2)SC2=C(C(=NC=C2)N)Cl)N)C#CC(=O)NC (S)-3-(1-amino-1'-(6-amino-5-((2-amino-3-chloropyridin-4-yl)thio)pyrazin-2-yl)-1,3-dihydrospiro[indene-2,4'-piperidin]-6-yl)-N-methylpropiolamide